C1(=CC=C(C=C1)C(=O)NN)C1=CC=CC=C1 [1,1'-biphenyl]-4-carbohydrazide